5-Bromo-1-(oxetan-3-ylmethyl)indazole BrC=1C=C2C=NN(C2=CC1)CC1COC1